COC1=C(C=CC(=C1)C)C1=C(C=C(N=N1)S[C@H]1CN(CCC1)C(=O)OC(C)(C)C)C tert-butyl (R)-3-((6-(2-methoxy-4-methylphenyl)-5-methylpyridazin-3-yl)thio)piperidine-1-carboxylate